3-(2-(5-(4-methoxybenzyl)-4-oxo-3-(trifluoromethyl)-4,5-dihydro-1H-pyrazolo[3,4-d]pyridazin-1-yl)ethoxy)propanoic acid COC1=CC=C(CN2N=CC3=C(C2=O)C(=NN3CCOCCC(=O)O)C(F)(F)F)C=C1